O1CCN(CC1)C1=CC(=NC=2N1N=C(C2)C2=CC=NC=C2)N2N=C1C(=C2)CCOC1 2-(7-morpholino-2-(pyridin-4-yl)pyrazolo[1,5-a]pyrimidin-5-yl)-2,4,5,7-tetrahydropyrano[3,4-c]pyrazole